COC1=C(C=CC(=C1)OC)CNC(=O)C1=CC2=C(C(=N1)C=1N(C=C(N1)N1C(=NC(=C1)C)CC)C)C=NN2C N-[(2,4-dimethoxyphenyl)methyl]-4-(2-ethyl-1',4-dimethyl-1'H-[1,4'-biimidazole]-2'-yl)-1-methyl-1H-pyrazolo[4,3-c]pyridine-6-carboxamide